CC(CC)=CCC=C(C)C 3,7-dimethyl-3,6-octadiene